(1-{[2-(1H-pyrazol-4-yl)pyrido[3,4-d]pyrimidin-4-yl]amino}cyclobutyl)methanol N1N=CC(=C1)C=1N=C(C2=C(N1)C=NC=C2)NC2(CCC2)CO